C(#N)C=1N(C2=CC=C(C(=C2C1)C)CN1CCC2(CN(C2)C2=NC=NC3=CC=C(C=C23)CC(F)(F)F)CC1)C[C@@H]1CC[C@H](CC1)NS(=O)(=O)C N-(trans-4-{[2-Cyano-4-methyl-5-({2-[6-(2,2,2-trifluoroethyl)quinazolin-4-yl]-2,7-diazaspiro[3.5]non-7-yl}methyl)-1H-indol-1-yl]methyl}cyclohexyl)methanesulfonamide